N-(3-methoxybenzyl)-N-(3-morpholinobenzyl)-2-((2-(2-morpholinoethoxy)ethoxy)methyl)pyridin-4-amine COC=1C=C(CN(C2=CC(=NC=C2)COCCOCCN2CCOCC2)CC2=CC(=CC=C2)N2CCOCC2)C=CC1